BrC1=C(C=C2C(=NC(=NC2=C1F)OCC1(CC1)COS(=O)(=O)C)N1[C@@H]2CN([C@H](C1)C2)C(=O)OC(C)(C)C)I tert-butyl (1S,4S)-5-(7-bromo-8-fluoro-6-iodo-2-((1-(((methylsulfonyl)oxy)methyl)cyclopropyl)methoxy)quinazolin-4-yl)-2,5-diazabicyclo[2.2.1]heptane-2-carboxylate